ClC=1C=CC(=C(C#N)C1)N1CCC2(CC1)C=1C=CC(=NC1CN(C2)C[C@@H]2NC[C@H](C2)O)C2=C(C=CC=C2)OCC 5-chloro-2-[2-(2-ethoxyphenyl)-7-[[(2R,4S)-4-hydroxypyrrolidin-2-yl]methyl]spiro[6,8-dihydro-1,7-naphthyridine-5,4'-piperidine]-1'-yl]benzonitrile